5-bromo-2-cyanopyridin-3-yl 3-[4-(5-chloro-4-methylthiazol-2-yl)-1H-1,2,3-triazol-1-yl]-3-deoxy-2-O-methyl-1-thio-alpha-D-galactopyranoside ClC1=C(N=C(S1)C=1N=NN(C1)[C@@H]1[C@H]([C@@H](SC=2C(=NC=C(C2)Br)C#N)O[C@@H]([C@@H]1O)CO)OC)C